N-methyl-5-[(3-methylazetidin-3-yl)oxy]pyridine-2-carboxamide TFA salt OC(=O)C(F)(F)F.CNC(=O)C1=NC=C(C=C1)OC1(CNC1)C